tert-butyl ((1s,4s)-4-((6-((1-(methylsulfonyl)piperidin-4-yl)amino)-1H-pyrazolo[3,4-d]pyrimidin-1-yl)methyl)cyclohexyl)carbamate CS(=O)(=O)N1CCC(CC1)NC1=NC=C2C(=N1)N(N=C2)CC2CCC(CC2)NC(OC(C)(C)C)=O